2-({2-[4-(2-acetamidoethoxy)pyridin-2-yl]-5H,6H,7H-cyclopenta[d]pyrimidin-4-yl}(methyl)amino)-N-(3-fluorophenyl)acetamide C(C)(=O)NCCOC1=CC(=NC=C1)C=1N=C(C2=C(N1)CCC2)N(CC(=O)NC2=CC(=CC=C2)F)C